4-(1-(4-((Ethylamino)methyl)-2-(trifluoromethyl)phenyl)-1H-imidazol-4-yl)-N-(1-(methylsulfonyl)piperidin-4-yl)-5-(trifluoromethyl)pyrimidin-2-amine C(C)NCC1=CC(=C(C=C1)N1C=NC(=C1)C1=NC(=NC=C1C(F)(F)F)NC1CCN(CC1)S(=O)(=O)C)C(F)(F)F